4-chloro-3-(5,7-difluoro-6-iodo-4-oxo-1,4-dihydro-quinolin-2-yl)benzonitrile ClC1=C(C=C(C#N)C=C1)C=1NC2=CC(=C(C(=C2C(C1)=O)F)I)F